C(C)(=O)O[C@H]1[C@@H](O[C@]([C@H]1OCC1=CC=CC=C1)(CO[Si](C1=CC=CC=C1)(C1=CC=CC=C1)C(C)(C)C)COCC1=CC=CC=C1)N1C(NC(C=C1)=O)=O 1-{2-O-Acetyl-3-O-benzyl-4-[(benzyloxy)methyl]-5-O-[tert-butyl(diphenyl)silyl]-α-L-lyxofuranosyl}pyrimidine-2,4(1H,3H)-dione